FC1(C[C@H](CN(C1)C(=O)OC1=CC=C(C=C1)C#N)N1C(CCCC1)=O)F 4-cyanophenyl (3'R)-5',5'-difluoro-2-oxo[1,3'-bipiperidine]-1'-carboxylate